(1R,2S,5S)-3-((S)-2-aminopentanoyl)-6,6-dimethyl-3-azabicyclo[3.1.0]hexane-2-carboxylic acid N[C@H](C(=O)N1[C@@H]([C@H]2C([C@H]2C1)(C)C)C(=O)O)CCC